N-(3-{4-[5-(cyclopropylethynyl)pyridin-3-yl]-6-oxo-1,6-dihydropyrimidin-2-yl}-4-(trifluoromethyl)benzyl)isobutyramide C1(CC1)C#CC=1C=C(C=NC1)C=1N=C(NC(C1)=O)C=1C=C(CNC(C(C)C)=O)C=CC1C(F)(F)F